OC1CC(C1)CN1C[C@@H](CCC1)NC1=CC(=C(N=N1)C1=C(C2=C(SC=C2)C=C1)O)C 5-(6-(((R)-1-(((1s,3S)-3-Hydroxycyclobutyl)methyl)piperidin-3-yl)amino)-4-methylpyridazin-3-yl)benzo[b]thiophen-4-ol